(3,3-difluorocyclobutyl)methyl (4-cyclobutyl-5-(4-fluorophenyl)-1-methyl-1H-pyrazol-3-yl)carbamate C1(CCC1)C=1C(=NN(C1C1=CC=C(C=C1)F)C)NC(OCC1CC(C1)(F)F)=O